7-hydroxytridecane-1,3-diyl dioleate C(CCCCCCC\C=C/CCCCCCCC)(=O)OCCC(CCCC(CCCCCC)O)OC(CCCCCCC\C=C/CCCCCCCC)=O